1-(2,5-dichlorophenyl)thiourea ClC1=C(C=C(C=C1)Cl)NC(=S)N